COC(=O)C1=C(C=NC2=NC(=CC=C12)OC)NC(=O)OC(C)(C)C 3-((tert-Butoxycarbonyl)amino)-7-methoxy-1,8-naphthyridine-4-carboxylic acid methyl ester